OC(C)(C)C1=CC=2N(C=C1NC(=O)C1=NC(=CC=C1)C(F)(F)F)C=C(N2)C2CCN(CC2)CC(=O)O 2-(4-(7-(2-hydroxypropan-2-yl)-6-(6-(trifluoromethyl)pyridine-2-carboxamido)imidazo[1,2-a]pyridin-2-yl)piperidin-1-yl)acetic acid